COC=1C=NC=C(C1)[C@H]1NC[C@@H](CC1)C |r| 3-Methoxy-5-[rac-(2S,5R)-5-methyl-2-piperidyl]pyridine